ClC=1C(=C(C(=CC1)I)C1=CC(=NC=N1)O)F 6-(3-chloro-2-fluoro-6-iodophenyl)pyrimidin-4-ol